pyrrolo[3,2-c]pyridine-1-carboxamide N1(C=CC=2C=NC=CC21)C(=O)N